ClC1=C(C(=CC(=C1)OCOC)B1OC(C(O1)(C)C)(C)C)CCCC(=O)O 4-(2-chloro-4-(methoxymethoxy)-6-(4,4,5,5-tetramethyl-1,3,2-dioxaborolan-2-yl)phenyl)butanoic acid